5-[3-(dimethylamino)-2-hydroxy-propoxy]-4-(9H-fluoren-9-ylmethoxycarbonylamino)-5-oxo-pentanoic acid CN(CC(COC(C(CCC(=O)O)NC(=O)OCC1C2=CC=CC=C2C=2C=CC=CC12)=O)O)C